N1CC(C1)NCC1(CN(C1)C(=O)C1=C(C(=C(C=C1)F)F)NC1=C(C=C(C=C1)I)F)O 3-[(azetidin-3-ylamino)methyl]-1-({3,4-difluoro-2-[(2-fluoro-4-iodophenyl)amino]phenyl}carbonyl)azetidin-3-ol